CN1C(=NC(=C1)C)S(=O)(=O)C1=CC=C(C=C1)CNC(=O)C=1C=CC=2N(C1)C=CN2 N-{[4-(1,4-dimethyl-1H-imidazole-2-sulfonyl)phenyl]methyl}imidazo[1,2-a]pyridine-6-carboxamide